[Ca].[Fe].[Al].[Mg] magnesium-aluminum-iron-calcium